N-((5-chloro-1-((4-chlorophenyl)sulfonyl)-1H-indol-3-yl)methyl)cyclopropylamine ClC=1C=C2C(=CN(C2=CC1)S(=O)(=O)C1=CC=C(C=C1)Cl)CNC1CC1